N,N-dimethyl-1,2,3,4-tetrahydroisoquinoline-6-carboxamide CN(C(=O)C=1C=C2CCNCC2=CC1)C